BrC=1C(=CC=2N(C1)C=C(N2)C2CC2)OC 6-bromo-2-cyclopropyl-7-methoxyimidazo[1,2-a]pyridine